FC(C(C(C(C(C(C(C(C(C(F)(F)F)(F)F)(F)F)(F)F)(F)F)(F)F)(F)F)(F)F)(F)F)(O)F perfluorodecanol